IC1=CC=2N=C(N=C(C2S1)N[C@@H](COC)C)N (R)-6-iodo-N4-(1-methoxypropan-2-yl)thieno[3,2-d]Pyrimidine-2,4-diamine